1-(furan-2-ylmethyl)-2-(4-(4-methoxyphenyl)-6-(3-nitrophenyl)pyrimidin-2-yl)guanidine hydrochloride Cl.O1C(=CC=C1)CNC(=NC1=NC(=CC(=N1)C1=CC=C(C=C1)OC)C1=CC(=CC=C1)[N+](=O)[O-])N